CC1(OCC[C@H](C1)C1=C(C=CC=C1)[C@H]1NCCC1)C (2S)-2-{2-[(4R)-2,2-dimethyloxan-4-yl]phenyl}pyrrolidine